6-fluoro-3-nitroimidazo[1,2-a]pyridine FC=1C=CC=2N(C1)C(=CN2)[N+](=O)[O-]